C(C=C)OCC(C(=O)OCCBr)=C bromoethyl α-allyloxymethylacrylate